2,2-dimethylpropyl-phenol CC(CC1=C(C=CC=C1)O)(C)C